4-(3-Chloro-5-(2,6-difluorophenyl)-6H-pyrazolo[1,5-a]pyrido[3,4-f][1,3,5]triazepin-9-yl)morpholine ClC=1C=NN2C1N=C(NC1=C2C=C(N=C1)N1CCOCC1)C1=C(C=CC=C1F)F